(R)-2-hydroxy-3-((S)-2-((1-(4-methoxybenzyl)-6-oxo-5-(trifluoromethyl)-1,6-dihydropyridazin-4-yl)amino)propoxy)propanoic acid O[C@@H](C(=O)O)COC[C@H](C)NC=1C=NN(C(C1C(F)(F)F)=O)CC1=CC=C(C=C1)OC